C(C)OC(=O)[C@@]12CNC[C@]2(C1)C(F)(F)F (1S,5R)-5-(trifluoromethyl)-3-azabicyclo[3.1.0]hexane-1-carboxylic acid ethyl ester